NC1=CC(=CNC1=O)[C@H]1CN(CCC1(F)F)[C@H](C(=O)NC=1N=NC(=CC1)OCC1CC1)C (S)-2-((S)-3-(5-amino-6-oxo-1,6-dihydropyridin-3-yl)-4,4-difluoropiperidin-1-yl)-N-(6-(cyclopropyl-methoxy)pyridazin-3-yl)propanamide